1-oxopropan-2-yl-1H-indazole-3-carboxylate O=CC(C)OC(=O)C1=NNC2=CC=CC=C12